3-bromo-1-(3-chloropyridin-2-yl)-N-(2-bromo-4-chloro-6-(dimethylaminocarbonyl)phenyl)-N-ethyl-1H-pyrazole-5-carboxamide BrC1=NN(C(=C1)C(=O)N(CC)C1=C(C=C(C=C1C(=O)N(C)C)Cl)Br)C1=NC=CC=C1Cl